ClC=1C=C2C(=CN=C(C2=CN1)C(=O)NNC(C(C)(C)OC(C)=O)=O)C(C)C Acetic acid 1-(2-(6-chloro-4-isopropyl-2,7-naphthyridine-1-carbonyl) hydrazino)-2-methyl-1-oxopropan-2-yl ester